BrC=1C=C(OC2C(NC(CC2)=O)=O)C=C(C1)OC 3-(3-bromo-5-methoxy-phenoxy)piperidine-2,6-dione